The molecule is a nitrile that is phenylacetonitrile in which one of the alpha-hydrogens is replaced by an amino group. It is a nitrile and a primary amino compound. It derives from a phenylacetonitrile. C1=CC=C(C=C1)C(C#N)N